3-(tert-butylsulfanyl)-2-chloroaniline C(C)(C)(C)SC=1C(=C(N)C=CC1)Cl